4-hydroxy-2-methyl-3-(benzenesulfonyl)thiazolidine-2-carboxylic acid methyl ester COC(=O)C1(SCC(N1S(=O)(=O)C1=CC=CC=C1)O)C